N1=CC(=CC=C1)C=C(C#N)C#N 2-(3-pyridylmethylene)malononitrile